5-fluoro-2-methyl-3-nitrobenzaldehyde 5-Fluoro-2-methyl-3-nitrobenzoate FC=1C=C(C(=C(C(=O)O)C1)C)[N+](=O)[O-].FC=1C=C(C(=C(C=O)C1)C)[N+](=O)[O-]